2-azido-1-phenylethan-1-one N(=[N+]=[N-])CC(=O)C1=CC=CC=C1